C(C)(C)(C)OOC(C)(C)C1=C(C=CC=C1)C(C)(C)OOC(C)(C)C di-(tert-butylperoxy-iso-propyl)benzene